C(C1=CC=CC=C1)(=O)C=1C(=CC(=C(C1)C=1C(=CC=C(C1F)OC[C@H]1OCCC1)C#N)Cl)Cl 5'-benzoyl-2',4'-dichloro-6-fluoro-5-(((S)-tetrahydrofuran-2-yl)methoxy)-[1,1'-biphenyl]-2-carbonitrile